2-(2-(ethylsulfonyl)pyrazolo[1,5-a]pyrimidin-3-yl)-5-((trifluoromethyl)sulfonyl)benzo[d]oxazole C(C)S(=O)(=O)C1=NN2C(N=CC=C2)=C1C=1OC2=C(N1)C=C(C=C2)S(=O)(=O)C(F)(F)F